C(=O)C1=C(C=NC=C1)NC(=O)C=1C=2N(C=CC1)C=CN2 N-(4-formylpyridin-3-yl)imidazo[1,2-a]pyridine-8-carboxamide